trans-3-(2,2-Dichloroethenyl)-2,2-dimethyl-1-cyclopropanecarboxylic Acid ClC(=C[C@@H]1C([C@H]1C(=O)O)(C)C)Cl